ClC=1C=C(COC(=O)N2CCN(CC2)CCOC2=CC=C(C=C2)CC2C(NC(S2)=O)=O)C=C(C1)Cl 3,5-dichlorobenzyl-4-(2-(4-((2,4-dioxothiazolidin-5-yl)methyl)phenoxy)ethyl)piperazine-1-carboxylate